4-[[4-(methylamino)-2-methylsulfanyl-pyrimidin-5-yl]methylamino]-1,2,3,4-tetrahydroquinoline-8-carbonitrile CNC1=NC(=NC=C1CNC1CCNC2=C(C=CC=C12)C#N)SC